BrC1=CC(=C2C=NN(C2=C1)C=1SC(=NN1)C)N1CCN(CC1)C(C(C)C)=O 1-{4-[6-bromo-1-(5-methyl-1,3,4-thiadiazol-2-yl)indazol-4-yl]piperazin-1-yl}-2-methylpropan-1-one